C(C)(C)(C)OC(=O)N1CCC(CC1)OC1=CC=C(C=C1)C=1C=C2C(N(CC2=C(C1)F)C(C(NC=1SC=CN1)=O)C1=C2N(C=N1)CCC2)=O 4-[4-[2-[1-(6,7-dihydro-5H-pyrrolo[1,2-c]imidazol-1-yl)-2-oxo-2-(thiazol-2-ylamino)ethyl]-7-fluoro-3-oxo-isoindol-5-yl]phenoxy]piperidine-1-carboxylic acid tert-butyl ester